6-phenyl-pyrimidine C1(=CC=CC=C1)C1=CC=NC=N1